[K].ClC1=C(C(=O)N(C)C)C=CC(=C1)S(NC(CC1=C(C=C(C=C1C1=CC(=NC=C1)OC)F)C(C)C)=O)(=O)=O 2-Chloro-4-(N-(2-(4-fluoro-2-isopropyl-6-(2-methoxypyridin-4-yl)phenyl)acetyl)sulfamoyl)-N,N-dimethylbenzamide, potassium salt